dibutyl 1,2-cyclohexanedicarboxylate C1(C(CCCC1)C(=O)OCCCC)C(=O)OCCCC